C1OC=CC2=C1C=CC(=C2)C(=O)N 1H-2-benzopyran-6-carboxamide